Cl[Ru-2](NCCP(C1=CC=CC=C1)C1=CC=CC=C1)(NCCP(C1=CC=CC=C1)C1=CC=CC=C1)Cl Dichloro-bis-[2-(diphenylphosphino)-ethylamino]-ruthenium (II)